ClC1=CN=C2N=C(NC(=C21)NC)NC2=C(C=C(C=C2)C(=O)N2CCOCC2)OC [4-[[5-chloro-4-(methylamino)-3H-pyrrolo[2,3-d]pyrimidin-2-yl]amino]-3-methoxy-phenyl]-morpholino-methanone